C(C)C([C@](N(C)C(=O)C=1C(=NN(C1C)C1=CC=CC=C1)C)(C(=O)N[C@H](CCC(=O)O)C(=O)O)CC)(C)C.NC=1C=NC=2C=CC=C(C2C1NCC(C)C)O 3-amino-4-(isobutylamino)quinolin-5-ol Diethyl-N-(3,5-dimethyl-1-phenyl-1H-pyrazole-4-carbonyl)-N-methyl-L-valyl-D-glutamate